((S)-(2-(((3S,6S,9aS)-3-(3-(2-(dimethylamino)pyridin-4-yl)azetidine-1-carbonyl)-5-oxooctahydro-1H-pyrrolo[1,2-a]azepin-6-yl)carbamoyl)benzo[b]thiophen-5-yl)fluoromethyl)phosphonic acid CN(C1=NC=CC(=C1)C1CN(C1)C(=O)[C@@H]1CC[C@H]2N1C([C@H](CCC2)NC(=O)C2=CC1=C(S2)C=CC(=C1)[C@@H](F)P(O)(O)=O)=O)C